N3-(4-fluorophenyl)-1h-pyrazolo[3,4-d]pyrimidine-3,4-diamine FC1=CC=C(C=C1)NC1=NNC2=NC=NC(=C21)N